ClC1=C(C(=C(C=C1OC)OC)Cl)C1=NC(=C2C=C(N=CC2=C1)N[C@H]1[C@H](CN(C1)CCN(C)C)NC(C=C)=O)NC1COCC1 N-((3S,4R)-4-((7-(2,6-dichloro-3,5-dimethoxyphenyl)-5-((tetrahydrofuran-3-yl)amino)-2,6-naphthyridin-3-yl)amino)-1-(2-(dimethylamino)ethyl)pyrrolidin-3-yl)acrylamide